COC(=O)C1=NN2C(C=CC=C2C2=C(C=C(C(=O)O)C=C2C)C)=C1CCCOC1=CC=CC2=CC=CC=C12 4-(2-(Methoxycarbonyl)-3-(3-(naphthalen-1-yloxy)propyl)pyrazolo[1,5-a]pyridin-7-yl)-3,5-dimethylbenzoic acid